tert-butyl ((3-(6'-(4,4-difluoroazepan-1-yl)-4'-methyl-[2,3'-bipyridine]-5'-carboxamido)phenyl)(methyl)(oxo)-λ6-sulfaneylidene)carbamate FC1(CCN(CCC1)C1=C(C(=C(C=N1)C1=NC=CC=C1)C)C(=O)NC=1C=C(C=CC1)S(=O)(C)=NC(OC(C)(C)C)=O)F